5-(3-fluoro-4-(morpholinomethyl)phenyl)-2-oxo-6-(trifluoromethyl)-1,2-dihydropyridine-3-carboxamide FC=1C=C(C=CC1CN1CCOCC1)C=1C=C(C(NC1C(F)(F)F)=O)C(=O)N